CNS(=O)(=O)C1=C(C=CC(=C1)NC(=O)NC1=CC(=CC=C1)[C@H](C)SC1=NN=CN1C)C (S)-N,2-dimethyl-5-(3-(3-(1-((4-methyl-4H-1,2,4-triazol-3-yl)thio)ethyl)phenyl)ureido)benzenesulfonamide